2-(piperazin-1-yl)pyridine-4-carbonitrile hydrochloride Cl.N1(CCNCC1)C1=NC=CC(=C1)C#N